(S)-8-(6-(tert-butyl)pyridin-3-yl)-6-imino-3-methyl-3,4-dihydro-2H,6H-pyrimido[2,1-b][1,3]thiazine-7-carbonitrile C(C)(C)(C)C1=CC=C(C=N1)C=1N=C2SC[C@H](CN2C(C1C#N)=N)C